tert-butyl 4-[[4-[(3-nitro-6-phenyl-2-pyridyl)amino]phenyl]methyl]piperazine-1-carboxylate [N+](=O)([O-])C=1C(=NC(=CC1)C1=CC=CC=C1)NC1=CC=C(C=C1)CN1CCN(CC1)C(=O)OC(C)(C)C